C(CCCCCCCCCCC)C(CO)CCCCCCCCCCCC 2-Dodecyltetradecan-1-ol